F[C@@H]1CN(CC[C@@H]1NC1=NN2C(C(=N1)OC)=C(C=C2)C=2C=C(C1=C(N(C(=N1)C)C(C)C)C2)F)C(C)=O 1-((3R,4S)-3-Fluoro-4-((5-(4-fluoro-1-isopropyl-2-methyl-1H-benzo[d]imidazol-6-yl)-4-methoxypyrrolo[2,1-f][1,2,4]triazin-2-yl)amino)piperidin-1-yl)ethan-1-one